CC1OCCCN1 2-methyl-1,3-oxazinane